2-[3-(2-Chlorophenyl)propyl]benzimidazole ClC1=C(C=CC=C1)CCCC=1NC2=C(N1)C=CC=C2